cyclopropyl-3-(trifluoromethyl)-1H-pyrazole-5-carboxylic acid C1(CC1)N1N=C(C=C1C(=O)O)C(F)(F)F